C(C)OC[C@H](CC)NC(=O)C1CN(C1)C1=CC(=C2C(C(=CN(C2=N1)C1=NC=NS1)C(=O)O)=O)C 7-(3-{[(2S)-1-ethoxybutan-2-yl]carbamoyl}azetidin-1-yl)-5-methyl-4-oxo-1-(1,2,4-thiadiazol-5-yl)-1,4-dihydro-1,8-naphthyridine-3-carboxylic acid